FC(C=1C(NN=CC1N1C(C2=CC=CC=C2C1)COC=1C=NC=C(C1)C(=O)N1CCN(CC1)C1=NC=C(C=N1)C(F)(F)F)=O)(F)F 4-(Trifluoromethyl)-5-(1-(((5-(4-(5-(trifluoromethyl)pyrimidin-2-yl)piperazine-1-carbonyl)pyridin-3-yl)oxy)methyl)isoindolin-2-yl)pyridazin-3(2H)-one